6-(methylamino)-7-nitro-1-oxo-3,4-dihydroisoquinolin CNC=1C=C2CCNC(C2=CC1[N+](=O)[O-])=O